CCCC/C=C\CCCCCCCC(=O)OC[C@H](COP(=O)([O-])OCC[N+](C)(C)C)O 1-(9Z-tetradecenoyl)-sn-glycero-3-phosphocholine